4-(5-(3,5-dichlorophenyl)-5-(trifluoromethyl)-4,5-dihydroisoxazol-3-yl)-N-(1-(2,2-difluoroethyl)-5-(3,3,3-trifluoropropyl)-1H-1,2,4-triazol-3-yl)-2-methylbenzamide ClC=1C=C(C=C(C1)Cl)C1(CC(=NO1)C1=CC(=C(C(=O)NC2=NN(C(=N2)CCC(F)(F)F)CC(F)F)C=C1)C)C(F)(F)F